(1R,3S)-3-(3-{[(6-methylpyridin-3-yl)carbonyl]amino}-1H-pyrazol-5-yl)cyclopentyl[1-(2,2,2-trifluoroethyl)cyclopropyl] carbamate C(N)(OC1(C(C1)[C@H]1C[C@H](CC1)C1=CC(=NN1)NC(=O)C=1C=NC(=CC1)C)CC(F)(F)F)=O